3-(3-chloro-5-hydroxybenzylideneamino)-1-hydroxy-4-(4-hydroxyphenyl)butan-2-one ClC=1C=C(C=NC(C(CO)=O)CC2=CC=C(C=C2)O)C=C(C1)O